(S)-6-chloro-8-methyl-2-(trifluoromethyl)-2H-chromene-3-carboxylic acid ClC=1C=C2C=C([C@H](OC2=C(C1)C)C(F)(F)F)C(=O)O